6H-thieno[2,3-e]indazole S1C=CC=2C1=C1C=NNC1=CC2